N-methyl-4-morpholino-2-[(2E)-2-(m-tolylmethylene)hydrazino]furo[3,2-d]pyrimidine-6-carboxamide CNC(=O)C1=CC=2N=C(N=C(C2O1)N1CCOCC1)N/N=C/C=1C=C(C=CC1)C